OC[C@H](CC=1C(=C2CC(NC2=CC1)=O)C)NC(OC(C)(C)C)=O tert-butyl N-[(2S)-1-hydroxy-3-(4-methyl-2-oxo-2,3-dihydro-1H-indol-5-yl)propan-2-yl]carbamate